(1R,2S)-2-(((2,4-dimethylpyrimidine-5-yl)oxy)methyl)-2-(3-fluorophenyl)-N-(5-fluoropyridin-2-yl)cyclopropanecarboxamide CC1=NC=C(C(=N1)C)OC[C@@]1([C@@H](C1)C(=O)NC1=NC=C(C=C1)F)C1=CC(=CC=C1)F